C(C)(C)(C)OC(=O)N1CC(C(CC1)C1=CC=CC=2N(C(N(C21)C)=O)C2C(NC(CC2)=O)=O)F 4-[1-(2,6-dioxo-3-piperidinyl)-3-methyl-2-oxo-benzoimidazol-4-yl]-3-fluoro-piperidine-1-carboxylic acid tert-butyl ester